N-(6-(3-acrylamidophenyl)-4-(morpholinomethyl)pyridin-2-yl)cyclopropylamide C(C=C)(=O)NC=1C=C(C=CC1)C1=CC(=CC(=N1)[N-]C1CC1)CN1CCOCC1